methyl 4-(3-(7-(3,4-dimethoxyphenyl) pyrazolo[1,5-a]pyrimidin-2-yl)ureido)benzoate COC=1C=C(C=CC1OC)C1=CC=NC=2N1N=C(C2)NC(NC2=CC=C(C(=O)OC)C=C2)=O